FC1=CC=C(C=N1)N1C(N([C@@H](C1)C#N)C1=CN=CC2=CC=CC=C12)=O (S)-1-(6-fluoropyridin-3-yl)-3-(isoquinolin-4-yl)-2-oxoimidazoline-4-carbonitrile